O[C@@H]1CCC2=C(C=3CCCC3C=C12)NC(=O)N=[S@@](=O)(N)C1=CN=C(S1)C(C)(C)O |o1:1| (S,R) or (S,S)-N'-((1-hydroxy-1,2,3,5,6,7-hexahydro-s-indacen-4-yl)carbamoyl)-2-(2-hydroxy-propan-2-yl)thiazole-5-sulfonimidamide